OC1C(COC1)C1=C(C(N(N=C1C1=CC=C(C=C1)C(F)(F)F)C=1C=NC=CC1)=O)C(=O)N (+)-N-cis-4-Hydroxytetrahydrofuran-3-yl-3-oxo-2-(pyridin-3-yl)-6-[4-(trifluoromethyl)phenyl]-2,3-dihydropyridazine-4-carboxamide